(rac)-(2r,4S)-2-((3R,4R)-4-(4-(tert-butyl)phenyl)-3-methylpiperidine-1-carbonyl)-5-azaspiro[3.4]octan-6-one C(C)(C)(C)C1=CC=C(C=C1)[C@H]1[C@H](CN(CC1)C(=O)C1CC2(C1)NC(CC2)=O)C |r|